10-butylamino-10-oxodecanamidoacetic acid C(CCC)NC(CCCCCCCCC(=O)NCC(=O)O)=O